rel-trans-(1R,5R)-3-(tert-butoxycarbonyl)-3-azabicyclo[3.2.0]heptane-1-carboxylic acid C(C)(C)(C)OC(=O)N1C[C@]2(CC[C@H]2C1)C(=O)O |o1:9,12|